C(OC(C)(C)C(C)(C)C)(=O)O[O-] tert-butylisopropyl monoperoxycarbonate